2-((2-methyl-6-(trifluoromethyl)pyridin-3-yl)sulfonyl)-6-(pyrimidin-5-ylmethyl)-2,6-diazaspiro[3.3]heptane CC1=NC(=CC=C1S(=O)(=O)N1CC2(C1)CN(C2)CC=2C=NC=NC2)C(F)(F)F